COC1=CC=C(NCC2=NN=C3N2CCCC3)C=C1 4-methoxy-N-((5,6,7,8-tetrahydro-[1,2,4]triazolo[4,3-a]pyridin-3-yl)methyl)aniline